C1CC12N(CCOC2)CCNC(=O)C=2C=C(C(=NC2)C)NC(=O)C2=NN=C1N2C=CC(=C1)C=1C=NN(C1)C N-(5-((2-(7-oxa-4-azaspiro[2.5]octan-4-yl)ethyl)carbamoyl)-2-methylpyridin-3-yl)-7-(1-methyl-1H-pyrazol-4-yl)-[1,2,4]triazolo[4,3-a]pyridine-3-carboxamide